2-(4-cyclopropyl-6-methoxy-pyrimidin-5-yl)-4-methylsulfonyl-5-[1-(trifluoromethyl)cyclopropyl]pyrimidine C1(CC1)C1=NC=NC(=C1C1=NC=C(C(=N1)S(=O)(=O)C)C1(CC1)C(F)(F)F)OC